N-(2,6-difluorobenzoyl)-N'-(4-fluorophenyl)urea FC1=C(C(=O)NC(=O)NC2=CC=C(C=C2)F)C(=CC=C1)F